(2R,6S)-4-(4-(3-Isopropyl-2-(8-methoxy-[1,2,4]triazolo[1,5-a]pyridin-6-yl)-1H-indol-5-yl)cyclohexyl)-2,6-dimethylmorpholin C(C)(C)C1=C(NC2=CC=C(C=C12)C1CCC(CC1)N1C[C@H](O[C@H](C1)C)C)C=1C=C(C=2N(C1)N=CN2)OC